[Pb](I)I.C(=O)[NH3+] formamidium lead iodide